bromoethyl-2-bromoethyl-bromomethyl-2-bromoethyl-phenylmethane BrCCC1=C(C=CC=C1)C(CCBr)(CBr)CCBr